FC=1C=CC(=NC1OC)C1=CC=C(CNC(=O)C2N(C(CNC2)C)C(C(C)C)=O)C=C1 N-(4-(5-fluoro-6-methoxypyridin-2-yl)benzyl)-1-isobutyryl-6-methylpiperazine-2-carboxamide